COC1=NC=C(C=N1)C1CN(C1)[C@H]1[C@@H](CCCC1)OC=1C=C2CN(C(C2=CC1)=O)C1C(NC(CC1)=O)=O 3-(5-(((1R,2R)-2-(3-(2-meth-oxypyrimidin-5-yl)azetidin-1-yl)cyclohexyl)oxy)-1-oxo-isoindolin-2-yl)piperidine-2,6-dione